N-((4-chlorophenyl)(pyridin-4-yl)methyl)-2-oxo-6-(trifluoromethyl)-1,2-dihydropyridine-3-carboxamide ClC1=CC=C(C=C1)C(NC(=O)C=1C(NC(=CC1)C(F)(F)F)=O)C1=CC=NC=C1